p-toluenesulfonic acid disodium salt [Na+].[Na+].CC1=CC=C(C=C1)S(=O)(=O)[O-].CC1=CC=C(C=C1)S(=O)(=O)[O-]